O.[Rh](Cl)(Cl)Cl.ONC(CCCCN1C2=CC=CC=C2C=2NC(C3=CC=CC=C3C21)=O)=O N-hydroxy-5-(5-oxo-5,6-dihydro-11H-indolo[3,2-C]isoquinolin-11-yl)pentanoamide rhodium (iii) chloride hydrate